Cl.N[C@H]1[C@H]([C@@H]2CC[C@H]1C2)C(=O)NC2=CC(=C(C=C2)F)S(F)(F)(F)(F)F (1R,2S,3R,4S)-3-Amino-N-(4-fluoro-3-(pentafluoro-λ6-sulfaneyl)phenyl)bicyclo[2.2.1]heptane-2-carboxamide Hydrochloride